11-methylene-18-iodoestr-5-ene C=C1[C@@H]2[C@H]3CCCCC3=CC[C@H]2[C@@H]2CCC[C@@]2(CI)C1